C1(CC1)C1=C(C=CC=C1C=1C=C2C=NNC2=CC1)CC(=O)O 2-(2-cyclopropyl-3-(1H-indazol-5-yl)phenyl)acetic acid